C(C)N1C=2C3=CN=C(C(OC(C4=CC(=CC=C4C4=NC=CN4CC2C=N1)F)C)=N3)N 3-ethyl-16-fluoro-19-methyl-20-oxa-3,4,8,11,23,25-hexaazapentacyclo[19.3.1.02,6.08,12.013,18]pentacosa-1(24),2(6),4,9,11,13,15,17,21(25),22-decaen-22-amine